tert-butyl (1-(8-((2,3-dichlorophenyl)thio)imidazo[1,2-c]pyrimidin-5-yl)-4-methylpiperidin-4-yl)carbamate ClC1=C(C=CC=C1Cl)SC=1C=2N(C(=NC1)N1CCC(CC1)(C)NC(OC(C)(C)C)=O)C=CN2